(((6-bromopyridin-2-yl)oxy)methyl)-2-(difluoromethoxy)pyridine BrC1=CC=CC(=N1)OCC=1C(=NC=CC1)OC(F)F